CC1=C(C(NC(=C1)C)=O)CNC(=O)C=1C2=C(N=C(C1)C1=CC=C(C=C1)CO)N(N=C2)C(C)C N-((4,6-dimethyl-2-oxo-1,2-dihydropyridin-3-yl)methyl)-6-(4-(hydroxymethyl)phenyl)-1-isopropyl-1H-pyrazolo[3,4-b]pyridine-4-carboxamide